C1(=CC=CC=C1)P1(C(C(C1(C)C)C)(C)C)=O 1-Phenyl-2,2,3,4,4-Pentamethyl-phosphetan-1-oxid